C(C)N1C(C(=C)CC1=O)=O N-ethyl-itaconimide